NC=1C(=NN(C1)CCOCCOCCOCCOCCO)OC 2-[2-[2-[2-[2-(4-amino-3-methoxy-pyrazol-1-yl)ethoxy]ethoxy]ethoxy]ethoxy]ethanol